S1C(=CC=C1)CCN 2-(thiophen-2-yl)-ethylamine